N-((S)-1-((3S,5R)-3,5-dimethylpiperazin-1-yl)-5-((1R,2S)-2-(4-fluorophenyl)cyclopropylamino)-1-oxopentan-2-yl)-4-(1H-1,2,3-triazol-1-yl)benzamide C[C@H]1CN(C[C@H](N1)C)C([C@H](CCCN[C@H]1[C@@H](C1)C1=CC=C(C=C1)F)NC(C1=CC=C(C=C1)N1N=NC=C1)=O)=O